NC(C(C1=CC=CC=C1)SC1=C(C(=C(C(=N1)N1CCN(CCC1)C(=O)OC(C)(C)C)C#N)CC)C#N)=O tert-Butyl 4-(6-((2-amino-2-oxo-1-phenylethyl)thio)-3,5-dicyano-4-ethylpyridin-2-yl)-1,4-diazepane-1-carboxylate